C(#N)C1=C2C(=CC3=CC=CC=C13)C=CC=C2 5-cyanobenzo[b]Naphthalene